CC=1C(C(CCC1)(C)C)/C=C/C(C)=O (E)-4-(2,6,6-Trimethylcyclohex-2-enyl)-3-buten-2-one